2-((4-(2-(4-chloro-2-fluorophenyl)-4,4-difluoro-2-methylchroman-8-yl)piperidin-1-yl)methyl)-1-(((S)-oxetan-2-yl)methyl)-1H-benzo[d]imidazole-6-carboxylic acid ClC1=CC(=C(C=C1)C1(OC2=C(C=CC=C2C(C1)(F)F)C1CCN(CC1)CC1=NC2=C(N1C[C@H]1OCC1)C=C(C=C2)C(=O)O)C)F